ethyl 3-(but-3-enyloxy)acrylate C(CC=C)OC=CC(=O)OCC